NC=1C=C(C=CC1C)N1N=C(C(=C1)C=1C=C2C3(CNC(C2=CC1)=O)CC(C3)(F)F)[N+](=O)[O-] 6'-(1-(3-amino-4-methylphenyl)-3-nitro-1H-pyrazol-4-yl)-3,3-difluoro-2',3'-dihydro-1'H-spiro[cyclobutane-1,4'-isoquinolin]-1'-one